1-[3-fluoro-4-[(4-fluorosulfonyloxyphenoxy)methyl]phenyl]-1,2,4-triazole FC=1C=C(C=CC1COC1=CC=C(C=C1)OS(=O)(=O)F)N1N=CN=C1